N1(CCCC1)C(COC(CN(C(C)CC)C)C)C 2-[2-(1-pyrrolidinyl)propoxy]propyl-N-methyl-N-(sec-butyl)-amine